CC=1N(C(=CC1)C)C1=CC=CC=C1 2,5-dimethyl-1-phenylpyrrole